(11R)-Tetradecadien-13-olide C1(C=CC=CCCCCCCCC(C)O1)=O